benzyl ((1R,2R)-3-((tert-butyldimethylsilyl)oxy)-1-(3-chlorophenyl)-1-hydroxypropan-2-yl)carbamate [Si](C)(C)(C(C)(C)C)OC[C@H]([C@H](O)C1=CC(=CC=C1)Cl)NC(OCC1=CC=CC=C1)=O